tert-butyl (3ar,6s,6as)-6-((5-chloro-2,4-difluorophenyl) aminocarbonyl)-3a-cyclopropyl-2,2-dimethyltetrahydro-5H-[1,3]dioxolo[4,5-c]pyrrole-5-carboxylate ClC=1C(=CC(=C(C1)NC(=O)[C@H]1N(C[C@@]2([C@H]1OC(O2)(C)C)C2CC2)C(=O)OC(C)(C)C)F)F